azetidin-1-yl-6-tetradecylpyrimidine N1(CCC1)C1=NC(=CC=N1)CCCCCCCCCCCCCC